CC=1C=C(C=C(C1)C)NC=1C=2N(C3=CC(=CC=C3N1)C)C=NN2 N-(3,5-dimethylphenyl)-8-methyl-[1,2,4]triazolo[4,3-a]quinoxalin-4-amine